COCCC=1C=C(C=O)C=CC1 3-(2-methoxyethyl)benzaldehyde